N1=CC=CC=C1 1-azabenzene